1-(4-(3-Amino-1H-indazol-5-yl)pyridin-2-yl)-3-(3-hydroxypropyl)urea NC1=NNC2=CC=C(C=C12)C1=CC(=NC=C1)NC(=O)NCCCO